(E)-1-(4-((4-(3-Bromophenoxy)-3-methylphenyl)amino)-5,6-dihydropyrido[4',3':4,5]thieno[2,3-d]pyrimidin-7(8H)-yl)-4-(dimethylamino)but-2-en-1-one BrC=1C=C(OC2=C(C=C(C=C2)NC=2C3=C(N=CN2)SC2=C3CCN(C2)C(\C=C\CN(C)C)=O)C)C=CC1